ClC1=NC=C(C(=N1)NC1=CC=C2C=NNC2=C1)N 2-Chloro-N4-(1H-indazol-6-yl)pyrimidine-4,5-diamine